CN1CC2=C(CC1)OC(=C2)S(=O)(=O)N 5-methyl-4,5,6,7-tetrahydrofurano[3,2-c]pyridine-2-sulfonamide